N-cyclopropyl-5-fluoro-2-({3-[(E)-2-{5-[(pyrrolidin-1-yl)methyl]pyridin-2-yl}vinyl]-1H-indazol-6-yl}thio)benzamide C1(CC1)NC(C1=C(C=CC(=C1)F)SC1=CC=C2C(=NNC2=C1)\C=C\C1=NC=C(C=C1)CN1CCCC1)=O